CS(=O)(=O)OC1=C(C(=CC=C1)CBr)CBr 1-methylsulfonyloxy-2,3-bis(bromomethyl)benzene